(6s,7r,9s)-7-fluoro-9-(4-fluoro-3-methylphenyl)spiro[4.5]decan-6-ol F[C@H]1[C@H](C2(CCCC2)C[C@@H](C1)C1=CC(=C(C=C1)F)C)O